F[C@H]1CNCCC1 (3R)-3-fluoropiperidine